FC=1C=C(C(=NC1)OS(=O)(=O)C(F)(F)F)[C@@H]1N(CCC1)C1=NC=2N(C=C1)N=CC2C(=O)OCC (R)-ethyl 5-(2-(5-fluoro-2-(trifluoromethyl-sulfonyloxy)pyridin-3-yl) pyrrolidin-1-yl)pyrazolo[1,5-a]pyrimidine-3-carboxylate